(S)-2-fluoro-1-phenylethyl (1-methyl-4-(6-(methylamino)-5-(methylsulfonamido) pyridin-2-yl)-1H-1,2,3-triazol-5-yl)carbamate CN1N=NC(=C1NC(O[C@H](CF)C1=CC=CC=C1)=O)C1=NC(=C(C=C1)NS(=O)(=O)C)NC